lead-silver-tin-antimony [Sb].[Sn].[Ag].[Pb]